3-benzyl-1-(trans-4-((4-(4-hydroxypiperidin-1-yl)-5-(trifluoromethyl)pyrimidin-2-yl)amino)cyclohexyl)-1-(2'-methoxy-5,5'-bipyrimidin-2-yl)urea C(C1=CC=CC=C1)NC(N(C1=NC=C(C=N1)C=1C=NC(=NC1)OC)[C@@H]1CC[C@H](CC1)NC1=NC=C(C(=N1)N1CCC(CC1)O)C(F)(F)F)=O